C(C1=CC=CC=C1)OCCN1CC2(COC2)C1 6-[2-(benzyloxy)ethyl]-2-oxa-6-azaspiro[3.3]heptane